5-(difluoromethyl)-3-ethynyl-1-methyl-pyrazole FC(C1=CC(=NN1C)C#C)F